O1COC(C2=C1C=CC=C2)C2(NC(=NC=C2Br)NC2=C(C=C(C(=C2)CCCN(C)C)N2CCC(CC2)N2CCN(CC2)C)OC)N 4-(Benzo[d][1,3]dioxin-4-yl)-5-bromo-N2-(5-(3-(dimethylamino)propyl)-2-methoxy-4-(4-(4-Methylpiperazin-1-yl)piperidin-1-yl)phenyl)pyrimidine-2,4-diamine